dichlorine oxygen [O].[Cl].[Cl]